7-methoxy-2-methyl-N-[6-(piperazin-1-yl)pyridazin-3-yl]imidazo[1,2-a]pyridine-6-carboxamide TFA salt OC(=O)C(F)(F)F.COC1=CC=2N(C=C1C(=O)NC=1N=NC(=CC1)N1CCNCC1)C=C(N2)C